C(C=C)(=O)N1[C@H](CN(CC1)C=1C2=C(N=C(N1)OC[C@H]1N(CCC1)CC([2H])([2H])[2H])CN(CC2)C2=CC=CC1=CC=CC(=C21)Cl)CC#N 2-((S)-1-acryloyl-4-(7-(8-chloronaphthalene-1-yl)-2-(((S)-1-(ethyl-2,2,2-d3)pyrrolidin-2-yl)methoxy)-5,6,7,8-tetrahydropyrido[3,4-d]pyrimidin-4-yl)piperazin-2-yl)acetonitrile